2-methacryloylthio-n-pentylthio-5-n-propylthio-1,3,4-thiadiazole C(C(=C)C)(=O)SC(CSC=1SC(=NN1)SCCC)CCC